3-methoxy-4-hydroxyphenyl methyl ketone CC(=O)C1=CC(=C(C=C1)O)OC